C(C)C1=CC=C2C=NN(C2=C1NS(=O)(=O)C=1C=NC(=CC1)N1N=CC=C1C(F)(F)F)C N-(6-ethyl-1-methylindazol-7-yl)-6-[5-(trifluoromethyl)pyrazol-1-yl]pyridine-3-sulfonamide